Cl.ClC1=NC2=CC=CC=C2N=C1N1CC2CCC(C1)N2 2-chloro-3-(3,8-diazabicyclo[3.2.1]oct-3-yl)quinoxaline hydrochloride